N-(3-phenylnaphthyl)-2-(naphthyl)-indole C1(=CC=CC=C1)C=1C=C(C2=CC=CC=C2C1)N1C(=CC2=CC=CC=C12)C1=CC=CC2=CC=CC=C12